3-{2-cyano-1-[4-(7H-pyrrolo-[2,3-d]pyrimidin-4-yl)-1H-pyrazol-1-yl]ethyl}-N-methyl-benzenesulfonamide C(#N)CC(N1N=CC(=C1)C=1C2=C(N=CN1)NC=C2)C=2C=C(C=CC2)S(=O)(=O)NC